2-(3-((1r,3r)-3-methoxy-1-(4-methyl-4H-1,2,4-triazol-3-yl)cyclobutyl)phenyl)-6-(((3-methyloxetan-3-yl)amino)methyl)-4-(trifluoromethyl)isoindolin-1-one COC1CC(C1)(C1=NN=CN1C)C=1C=C(C=CC1)N1C(C2=CC(=CC(=C2C1)C(F)(F)F)CNC1(COC1)C)=O